CC(C)[C@@H]1C[C@H]([C@H]2[C@]1(CC[C@@]3([C@@]2(C[C@H](C4=C3C(=O)C[C@@H]5[C@@]4(CC[C@@H](C5(C)C)O)C)O)C)C)CO)O The molecule is a pentacyclic triterpenoid of the class of arborinane-type terpenoids isolated from the roots of Rubia yunnanensis. It has a role as a metabolite and a plant metabolite. It is a tetrol, a cyclic terpene ketone and a pentacyclic triterpenoid.